4'-{[3-methyl-1-{[4-(propan-2-yl)phenyl]carbamoyl}-DL-prolyl]amino}[1,1'-biphenyl]-4-carboxylic acid CC1[C@H](N(CC1)C(NC1=CC=C(C=C1)C(C)C)=O)C(=O)NC1=CC=C(C=C1)C1=CC=C(C=C1)C(=O)O |r|